DIMETHYLMALONIC ACID CC(C(=O)O)(C(=O)O)C